N-(cyclopropylmethyl)-5-nitro-2-(pyridin-4-yl)benzamide C1(CC1)CNC(C1=C(C=CC(=C1)[N+](=O)[O-])C1=CC=NC=C1)=O